O1CCN(CC1)C1=NC(=NC=C1)N1CCN(CCC1)C(=O)OC(C)(C)C tert-butyl 4-(4-morpholinopyrimidin-2-yl)-1,4-diazepane-1-carboxylate